1-(8-Fluoro-6-(5-fluoro-2-((5-(piperidin-4-yl)pyridin-2-yl)amino)pyrimidin-4-yl)-2-methylquinolin-4-yl)ethanol FC=1C=C(C=C2C(=CC(=NC12)C)C(C)O)C1=NC(=NC=C1F)NC1=NC=C(C=C1)C1CCNCC1